F[C@H]1CN(CC1)C1=C(CN2CCN(CC2)C(=O)N2N=C(C=C2)C(=O)O)C=CC(=C1)C(F)(F)F (R)-1-(4-(2-(3-fluoropyrrolidin-1-yl)-4-(trifluoromethyl)benzyl)piperazine-1-carbonyl)-1H-pyrazole-3-carboxylic acid